C(CCC)[Sn](=O)CCCC dibutyl-stannanone